6-TRIFLUOROMETHYL-1H-BENZOIMIDAZOLE-2-CARBALDEHYDE FC(C=1C=CC2=C(NC(=N2)C=O)C1)(F)F